IC1C(C(C(C(=O)[O-])(C=C1)I)(C(=O)[O-])I)(S(=O)(=O)O)I.[Li+].[Li+] lithium tetraiodosulfophthalate